(3R,5R,7R)-N-(4-(4-(benzo[4,5]imidazo[1,2-a]pyrimidin-2-yl)piperazin-1-yl)butyl)adamantane-1-carboxamide N=1C=2N(C=CC1N1CCN(CC1)CCCCNC(=O)C13CC4CC(CC(C1)C4)C3)C3=C(N2)C=CC=C3